C1(CCC2=CC=CC=C12)C(C(=O)NC=1C=C2CC(CC2=CC1)(C(NC)=O)N1C(N[C@@H](C1)C(C)C)=O)NC(=O)C1=CC=NN1C N-(1-(2,3-dihydro-1H-inden-1-yl)-2-((2-((R)-4-isopropyl-2-oxoimidazolidin-1-yl)-2-(methylcarbamoyl)-2,3-dihydro-1H-inden-5-yl)amino)-2-oxoethyl)-1-methyl-1H-pyrazole-5-carboxamide